ortho-nitrophenyl-octylether [N+](=O)([O-])C1=C(C=CC=C1)CCCCCCCCOCCCCCCCCC1=C(C=CC=C1)[N+](=O)[O-]